Methyl 5-[(3S)-3-{[(tert-butoxy)carbonyl]amino}piperidin-1-yl]pyridine-2-carboxylate C(C)(C)(C)OC(=O)N[C@@H]1CN(CCC1)C=1C=CC(=NC1)C(=O)OC